CC(C(=O)O[C@H]1[C@@H](OC([C@H](COC([C@@H]1CC1=CC=CC=C1)=O)NC(=O)C1=NC=CC(=C1OCOC(C(C)C)=O)OC)=O)C)C (3S,6S,7R,8R)-8-Benzyl-3-[({3-[(isobutyryloxy)methoxy]-4-methoxypyridin-2-yl}carbonyl)amino]-6-methyl-4,9-dioxo-1,5-dioxonan-7-yl 2-methylpropanoate